F[C@@H]1[C@@H](C1)C(=O)NC=1N=C2N(C=C(N=C2)C2=C3C=NNC3=C(C(=C2OC)F)NC(C)C)C1 (1S,2S)-2-fluoro-N-(6-(6-fluoro-7-(isopropylamino)-5-methoxy-1H-indazol-4-yl)imidazo[1,2-a]pyrazin-2-yl)cyclopropane-1-carboxamide